tetrahydropyrido[4',3':3,4]pyrazolo[5,1-b][1,3]oxazepine O1C=2N(CCCC1)N=C1C2C=NC=C1